CC(C[C@H]1[C@@H](C[C@H]2N(CCC3=CC(=C(C=C23)OC)OCCN2C=NC=C2)C1)O)(C)C (2R,3R,11bR)-3-(2,2-dimethylpropyl)-9-[2-(1H-imidazol-1-yl)ethoxy]-10-methoxy-1H,2H,3H,4H,6H,7H,11bH-pyrido[2,1-a]isoquinolin-2-ol